6-Chloro-N-(2,3-dihydro-1H-inden-2-yl)-4-((4-fluoro-2-methoxyphenyl)amino)pyridineamide ClC1=CC(=CC(=N1)C(=O)NC1CC2=CC=CC=C2C1)NC1=C(C=C(C=C1)F)OC